C(C1=CC=CC=C1)OC(=O)N1CC(C1)(C(=O)O)O 1-((benzyloxy)carbonyl)-3-hydroxyazetidine-3-carboxylic acid